O=C1CCOC2=C(C(=CC=C12)O[C@H](C1=CC=C(C#N)C=C1)C1=CC=NC=C1)C1=CC=CC=C1 (R,S)-4-(((4-Oxo-8-phenylchroman-7-yl)oxy)(pyridin-4-yl)methyl)benzonitrile